COC=1C2=C(N=C(N1)OC[C@H]1N(CCC1)C)CN(CC2)C(=O)[O-] (S)-4-methoxy-2-((1-methylpyrrolidin-2-yl)methoxy)-5,6-dihydropyrido[3,4-d]pyrimidine-7(8H)-carboxylate